S(=O)(=O)(O)CC1=C(C=CC=C1)O sulfomethyl-phenol